N1C=CC=2C1=CN=CC2CN2N=C(C=C2C(=O)N[C@@H]2[C@H](C2)C)C(=O)NC 1-((1H-Pyrrolo[2,3-c]pyridin-4-yl)methyl)-N3-methyl-N5-((1S,2S)-2-methylcyclopropyl)-1H-pyrazole-3,5-dicarboxamide